C(N)(=O)C1=C(C=CC=C1)C=1C=CC(=NC1)/C=C/[C@H]1[C@@H](C(C[C@]2(C(O[C@@H]([C@@H]12)C)=O)[C@@H](C(=O)O)OC)(F)F)C |&1:28| (S and R)-2-((1R,3aR,6S,7R,7aS)-7-((E)-2-(5-(2-carbamoylphenyl)pyridin-2-yl)vinyl)-5,5-difluoro-1,6-dimethyl-3-oxooctahydroisobenzofuran-3a-yl)-2-methoxyacetic acid